O1C(=CC=C1)C=1C=CC2=C(N(C(=N2)C2=NN(C3=CC=C(C=C23)C(=O)OC)COCC[Si](C)(C)C)COCC[Si](C)(C)C)C1 methyl 3-(6-(furan-2-yl)-1-((2-(trimethylsilyl)ethoxy)methyl)-1H-benzo[d]imidazol-2-yl)-1-((2-(trimethylsilyl) ethoxy)methyl)-1H-indazole-5-carboxylate